1-(5-((1-(3-cyclohexylpropanoyl)piperidin-4-yl)methyl)pyrazolo[1,5-a]pyridin-3-yl)dihydropyrimidine-2,4(1H,3H)-dione C1(CCCCC1)CCC(=O)N1CCC(CC1)CC1=CC=2N(C=C1)N=CC2N2C(NC(CC2)=O)=O